5-((3-(4-(2-(4-methoxyphenyl)propan-2-yl)thiazol-2-yl)ureido)methyl)-2-(piperazin-1-yl)nicotinamide COC1=CC=C(C=C1)C(C)(C)C=1N=C(SC1)NC(NCC=1C=NC(=C(C(=O)N)C1)N1CCNCC1)=O